The molecule is a carbohydrate acid anion that is the conjugate base of D-galactaro-1,5-lactone, obtained by deprotonation of the carboxy group; major species at pH 7.3. It is a conjugate base of a D-galactaro-1,5-lactone. [C@@H]1([C@H]([C@H](OC(=O)[C@@H]1O)C(=O)[O-])O)O